C(C)(C)N(P(O[C@@H]1[C@H](O[C@H]([C@@H]1CCC)N1C(N(C(C=C1)=O)C(C1=CC=CC=C1)=O)=O)\C=C\P(=O)(OC)OC)OCCC#N)C(C)C (2R,3S,4R,5R)-5-(3-benzoyl-2,4-dioxo-3,4-dihydropyrimidin-1(2H)-yl)-2-((E)-2-(dimethoxyphosphoryl) vinyl)-4-propyltetrahydrofuran-3-yl (2-cyanoethyl) diisopropylphosphoramidite